5-(3-cyclopropyl-phenoxy)-N-[(2S)-2-(2,4-dichlorophenyl)-2-fluoro-ethyl]-2-methyl-pyridine-4-carboxamide C1(CC1)C=1C=C(OC=2C(=CC(=NC2)C)C(=O)NC[C@@H](F)C2=C(C=C(C=C2)Cl)Cl)C=CC1